ClC1=C2CN(C(C2=C(C=C1)[N+](=O)[O-])=O)C(=O)OC(C)(C)C tert-butyl 4-chloro-7-nitro-1-oxo-3H-isoindole-2-carboxylate